CNC1C(CCCC1)NCCCN1CCCC1 N1-methyl-N2-(3-(pyrrolidin-1-yl)propyl)-cyclohexane-1,2-diamine